C(C)(C)(C)OC(N(C)[C@@H]1C[C@H](C1)OC1=C2C=NN(C2=CC(=C1)C1=C(C=C(C=C1)O)C)C1OCCCC1)=O trans-tert-butyl(3-((6-(4-hydroxy-2-methylphenyl)-1-(tetrahydro-2H-pyran-2-yl)-1H-indazol-4-yl)oxy)cyclobutyl)(methyl)carbamate